FC=1C=C2C(=NNC2=CC1OCCOC)C1=CC(=NO1)C1=CC=C(C=C1)C(=O)N1CC2(COC2)CC1 5-Fluoro-6-(2-methoxyethoxy)-3-[3-(4-{2-oxa-6-azaspiro[3.4]octane-6-carbonyl}phenyl)-1,2-oxazol-5-yl]-1H-indazole